methylene bis-stearate C(CCCCCCCCCCCCCCCCC)(=O)OCOC(CCCCCCCCCCCCCCCCC)=O